methyl 4-(3-tert-butoxy-3-oxopropyl)-6-[(16-{[6-(methoxycarbonyl)pyridin-2-yl]methyl}-1,4,10,13-tetraoxa-7,16-diazacyclooctadecan-7-yl)methyl]pyridine-2-carboxylate C(C)(C)(C)OC(CCC1=CC(=NC(=C1)CN1CCOCCOCCN(CCOCCOCC1)CC1=NC(=CC=C1)C(=O)OC)C(=O)OC)=O